FC(C1=C(C=C2CCCN(C2=C1)C1=NC(=CC2=CC=CC=C12)C(=O)OC)C=1C=NN(C1)C)F methyl 1-[7-difluoromethyl-6-(1-methyl-1H-pyrazol-4-yl)-3,4-dihydro-2H-quinolin-1-yl]-isoquinoline-3-carboxylate